C(C)(=O)C=1C(=NC(=CC1)N1C=NC2=C1C=CC(=C2)NC=2N=NC(=CC2)C)N2N=NC=C2C#N 3-[3-acetyl-6-[5-[(6-methylpyridazin-3-yl)amino]benzimidazol-1-yl]-2-pyridinyl]triazole-4-carbonitrile